CC=1N(C=CN1)CCCCN 4-(2-methyl-1H-imidazol-1-yl)butan-1-amine